tertbutyl benzoate C(C1=CC=CC=C1)(=O)OC(C)(C)C